18-Cis-(5'S,7a'R)-5'-(4-fluorophenyl)-3-hydroxytetrahydro-3'H-spiro[cyclobutane-1,2'-pyrrolo[2,1-b]oxazol]-3'-one FC1=CC=C(C=C1)[C@@H]1CC[C@H]2OC3(C(N21)=O)CC(C3)O